C1(CC1)CN1C(=CC=2C1=NC(=CC2)C2=CC=C1C=NNC1=C2)C2=NN1C(C=CC(=C1)C(=O)N1C[C@@H](CCC1)N)=C2C (3R)-1-{2-[1-(cyclopropylmethyl)-6-(1H-indazol-6-yl)-1H-pyrrolo[2,3-b]pyridin-2-yl]-3-methylpyrazolo[1,5-a]pyridine-6-carbonyl}piperidin-3-amine